C1(CC1)C1=C(NC=2N=C(N=C(C21)N)C2=C(C=CC=C2)F)C cyclopropyl-2-(2-fluorophenyl)-6-methyl-7H-pyrrolo[2,3-d]pyrimidin-4-amine